FC1=C(N=CC2=C1N=C(N=C2N(C)CC2CN(C2)C(=O)OC(C)(C)C)OCC21CCCN1CCC2)[Sn](CCCC)(CCCC)CCCC tert-butyl 3-(((8-fluoro-2-((tetrahydro-1H-pyrrolizin-7a(5H)-yl)methoxy)-7-(tributylstannyl)pyrido[4,3-d]pyrimidin-4-yl)(methyl)amino)methyl)azetidine-1-carboxylate